bis{di-tert-butyl[4-(dimethylamino)phenyl]phosphoranyl}Vanadium C(C)(C)(C)P(C1=CC=C(C=C1)N(C)C)(C(C)(C)C)[V]P(C(C)(C)C)(C(C)(C)C)C1=CC=C(C=C1)N(C)C